ClC=1C=C(N(C1)S(=O)(=O)C1=CC=C(C)C=C1)C=1C=NN(C1)C[C@@H](C)O 4-chloro-2-(1-((R)-2-hydroxypropyl)-1H-pyrazol-4-yl)-1-p-toluenesulfonyl-1H-pyrrole